α,α-diphenylallylamide C1(=CC=CC=C1)C(C=C)(C1=CC=CC=C1)[NH-]